C(C)(C)(C)C1=NN(C(=C1)C(=O)O)CC=1C=NC(=CC1)N1N=CC=C1 3-tert-butyl-1-{[6-(1H-pyrazol-1-yl)pyridin-3-yl]methyl}-1H-pyrazole-5-carboxylic acid